2-(((tert-butyldimethylsilyl)oxy)methyl)-N-(2,4-dimethoxybenzyl)-7-methoxy-[1,2,4]triazolo[1,5-c]quinazolin-5-amine [Si](C)(C)(C(C)(C)C)OCC1=NN2C(=NC=3C(=CC=CC3C2=N1)OC)NCC1=C(C=C(C=C1)OC)OC